O[C@@H]1C[C@H](N(C1)C)C(=O)NCC=1SC(=CC1)C(CSC1=NC(=NC2=CC=C(C=C12)OC)C)=O (2S,4R)-4-hydroxy-N-((5-(2-((6-methoxy-2-methylquinazolin-4-yl)thio)acetyl)thiophen-2-yl)methyl)-1-methylpyrrolidine-2-carboxamide